1-cyano-5-methyl-N-(1-phenyl-1H-imidazol-4-yl)pyrrolidine-3-carboxamide C(#N)N1CC(CC1C)C(=O)NC=1N=CN(C1)C1=CC=CC=C1